2,6-dihydro-1H-pyrrolo[3,4-d]pyridazin-1-one C1(NN=CC=2C1=CNC2)=O